Tridodecylbromosilane C(CCCCCCCCCCC)[Si](Br)(CCCCCCCCCCCC)CCCCCCCCCCCC